N1C(NC([C@@]12CNCCC2)=O)=O (R)-1,3,7-triazaspiro[4.5]decane-4,2-dione